1-(DIFLUOROMETHYL)NAPHTHALENE-8-BORONIC ACID FC(C1=CC=CC2=CC=CC(=C12)B(O)O)F